8-fluoro-5-(oxan-2-yloxy)-3,4-dihydro-1H-quinolin-2-one FC=1C=CC(=C2CCC(NC12)=O)OC1OCCCC1